FC(ON1CCCCC1)(F)F trifluoromethoxyl-piperidine